C(C)(C)[C@@H]1OC(=C([C@@H]1C)OS(=O)(=O)C(F)(F)F)C(=O)OC(C)(C)C tert-butyl (2S,3R)-2-isopropyl-3-methyl-4-(trifluoromethylsulfonyloxy)-2,3-dihydrofuran-5-carboxylate